CC1=C(C(=O)N)C=CC=C1 2-methylbenzamid